4-[2-[4-[5-tert-butyl-1-[4-(trifluoromethoxy)phenyl]pyrazol-3-yl]piperazin-1-yl]ethyl]morpholine C(C)(C)(C)C1=CC(=NN1C1=CC=C(C=C1)OC(F)(F)F)N1CCN(CC1)CCN1CCOCC1